FCC(CF)OC1=C(C(=CC2=C1C(N1[C@@H](CO2)C[C@H](C1)O)=O)C)F (2R,11aR)-6-((1,3-difluoropropan-2-yl)oxy)-7-fluoro-2-hydroxy-8-methyl-2,3,11,11a-tetrahydro-1H,5H-benzo[f]pyrrolo[2,1-c][1,4]oxazepin-5-one